(S)-quinuclidin-3-yl (5-(4-isobutoxyphenyl)-2,2-dimethyl-2,3-dihydro-1H-inden-1-yl)carbamat C(C(C)C)OC1=CC=C(C=C1)C=1C=C2CC(C(C2=CC1)NC(O[C@@H]1CN2CCC1CC2)=O)(C)C